ClC=1C=CC=C2CCCOC12 8-chlorochroman